O=C1NC(CCC1N1C(C2=CC=C(C=C2C1=O)NCCCCCCN1N=CC(=C1)C1=NC2=C(C=CC=C2N=C1)C1CCN(CC1)C)=O)=O 2-(2,6-dioxopiperidin-3-yl)-5-((6-(4-(8-(1-methylpiperidin-4-yl)quinoxalin-2-yl)-1H-pyrazol-1-yl)hexyl)amino)isoindoline-1,3-dione